C(C=C)(=O)N1C[C@](CC1)(C1=C(C(=CC=C1F)Cl)Cl)NC=1C(=C2C(N(C=NC2=CC1)C)=O)C (s)-6-((1-Acryloyl-3-(2,3-dichloro-6-fluorophenyl)pyrrolidin-3-yl)amino)-3,5-dimethylquinazolin-4(3H)-one